N1(N=CC2=NC=CC=C21)C2C1(CC2(C1)C(=O)OC)C(=O)OC Dimethyl 2-(1H-pyrazolo[4,3-b]pyridin-1-yl)bicyclo[1.1.1]pentane-1,3-dicarboxylate